1,1-bis(4-hydroxyphenyl)-2,3-dimethylpentane OC1=CC=C(C=C1)C(C(C(CC)C)C)C1=CC=C(C=C1)O